4-(2-chloro-3-(9-(5-chloro-2-methoxybenzyl)-6-(1-methylcyclopropoxy)-9H-purin-8-yl)phenoxy)-3-methylbutanoate ClC1=C(OCC(CC(=O)[O-])C)C=CC=C1C=1N(C2=NC=NC(=C2N1)OC1(CC1)C)CC1=C(C=CC(=C1)Cl)OC